CN1C(C2=C(C3(C1)CC3)SC(=C2)C2=NC(=NC=C2C#N)NC2CCN(CC2)S(=O)(=O)C)=O 4-(5'-methyl-4'-oxo-5',6'-dihydro-4'H-spiro[cyclopropane-1,7'-thieno[3,2-c]pyridin]-2'-yl)-2-((1-(methylsulfonyl)piperidin-4-yl)amino)pyrimidine-5-carbonitrile